(Z)-4-(5-bromo-1-ethyl-1H-pyrazol-4-yl)-2-((dimethylamino)methylene)-3-oxobutanenitrile BrC1=C(C=NN1CC)CC(\C(\C#N)=C/N(C)C)=O